2,2'-((oxybis(ethane-2,1-diyl))bis(oxy))diethanol O(CCOCCO)CCOCCO